NC1=CC=C(C=N1)NC(=O)C1OC(C(C1C1=C(C(=C(C=C1)F)F)OC)C)(C(F)(F)F)C N-(6-aminopyridin-3-yl)-3-(3,4-difluoro-2-methoxyphenyl)-4,5-dimethyl-5-(trifluoromethyl)tetrahydrofuran-2-carboxamide